C1(=CC=CC2=CC=CC=C12)C[C@H](N)C(=O)O 3-(1-Naphthyl)-l-alanine